ClC1=C(C=C(C=C1)N1CC(C2=NC(=CC=C21)C(=O)N2C(CN(CC2)C2=NC=CC(=N2)C)(C)C)(C)C)F 2-(4-(1-(4-chloro-3-fluorophenyl)-3,3-dimethyl-2,3-dihydro-1H-pyrrolo[3,2-b]pyridine-5-carbonyl)-3,3-dimethylpiperazin-1-yl)-4-methylpyrimidine